methyl (6S,10S)-10-(1,3-benzodioxol-5-yl)-6-butyl-2-(4-methoxybenzyl)-1-(4-methoxyphenyl)-3,8-dioxo-4-oxa-2,7,9-triazadodecan-12-oate O1COC2=C1C=CC(=C2)[C@@H](NC(N[C@H](COC(N(CC2=CC=C(C=C2)OC)CC2=CC=C(C=C2)OC)=O)CCCC)=O)CC(=O)OC